carbamic acid 2-fluorobenzyl ester FC1=C(COC(N)=O)C=CC=C1